CN(C(CNC)=O)CC(NC=1SC2=C(N1)C=CC(=C2)OC(F)(F)F)=O N-methyl-2-(methylamino)-N-(2-oxo-2-((6-(trifluoromethoxy)benzo[d]thiazol-2-yl)amino)ethyl)acetamide